2-(2,6-Dioxopiperidin-3-yl)-5-(morpholin-2-ylmethoxy)isoindoline-1,3-dione O=C1NC(CCC1N1C(C2=CC=C(C=C2C1=O)OCC1CNCCO1)=O)=O